4,4'-methylene-bis(2-trifluoromethylaniline) C(C1=CC(=C(N)C=C1)C(F)(F)F)C1=CC(=C(N)C=C1)C(F)(F)F